biphenyl-tetrol C1(=C(C(=C(C(=C1)O)O)O)O)C1=CC=CC=C1